C(C)(C)C1=C(NC2=CC=C(C=C12)C(C(=O)NC1CCNCC1)(C)C)C1=CC(=NC=C1)C 2-(3-isopropyl-2-(2-methylpyridin-4-yl)-1H-indol-5-yl)-2-methyl-N-(piperidin-4-yl)propionamide